tert-butyl (S)-3-(2-(1,3-dioxoisoindolin-2-yl)-3-methoxy-3-oxopropyl)benzoate O=C1N(C(C2=CC=CC=C12)=O)[C@@H](CC=1C=C(C(=O)OC(C)(C)C)C=CC1)C(=O)OC